CCC1=CC=C[CH]1.CCC1=CC=C[CH]1.[Mn] bis(ethylcyclopentadienyl)manganese(II)